N[C@@H](CC(N)=O)C(=O)[O-].[K+] potassium asparagine salt